(S)-3-ethyl 5-methyl 2-[(2-aminoethoxy)methyl]-4-(2-chlorophenyl)-6-methyl-1,4-dihydropyridine-3,5-dicarboxylate NCCOCC=1NC(=C([C@@H](C1C(=O)OCC)C1=C(C=CC=C1)Cl)C(=O)OC)C